racemic-3,6-dioxopiperazine O=C1CNC(CN1)=O